5,5,6,6,7,7,8,8,8-nonafluoro-3-iodo-1-(4-methoxyphenyl)-2-methyl-3-octen-2-ol FC(C=C(C(CC1=CC=C(C=C1)OC)(O)C)I)(C(C(C(F)(F)F)(F)F)(F)F)F